2-((2-(benzyloxy)ethoxy)methyl)oxirane C(C1=CC=CC=C1)OCCOCC1OC1